ethyl (Z)-3-((3-butyl-2-methyl-7-(methylthio)-1,1-dioxido-2,3,4,5-tetrahydrobenzo[f][1,2,5]thiadiazepin-8-yl)oxy)-2-fluoroacrylate C(CCC)C1N(S(C2=C(NC1)C=C(C(=C2)O\C=C(\C(=O)OCC)/F)SC)(=O)=O)C